1-(2-(isoxazol-3-ylamino)-2-oxoethyl)-1-(2-((2-(methoxycarbonyl)-5-phenylthiophen-3-yl)amino)-2-oxoethyl)azepan-1-ium O1N=C(C=C1)NC(C[N+]1(CCCCCC1)CC(=O)NC1=C(SC(=C1)C1=CC=CC=C1)C(=O)OC)=O